4-[cyclopropyl-[4-(5,6,7,8-tetrahydro-1,8-naphthyridin-2-yl)butyl]amino]-2-[(1-phenylcyclobutanecarbonyl)amino]butanoic acid C1(CC1)N(CCC(C(=O)O)NC(=O)C1(CCC1)C1=CC=CC=C1)CCCCC1=NC=2NCCCC2C=C1